CC(C(=O)[O-])CC(=O)[O-] Methylsuccinate